tert-Butyl N-[1-[[4-[1-(benzenesulfonyl)-2-methyl-pyrrolo[2,3-b]pyridin-4-yl]-3-methyl-phenyl]carbamoyl]-2-hydroxy-3,3-dimethyl-butyl]carbamate C1(=CC=CC=C1)S(=O)(=O)N1C(=CC=2C1=NC=CC2C2=C(C=C(C=C2)NC(=O)C(C(C(C)(C)C)O)NC(OC(C)(C)C)=O)C)C